C(CCCC[C@@H]1SC[C@@H]2NC(=O)N[C@H]12)(=O)C(C(=O)O)CCCCN biotinyl-ε-aminocaproic acid